(R)-3-(6-Chloro-2-(4-methyltetrahydro-2H-pyran-4-carbonyl)-1,2,3,4-tetrahydroisoquinolin-8-yl)morpholine ClC=1C=C2CCN(CC2=C(C1)[C@H]1NCCOC1)C(=O)C1(CCOCC1)C